tert-Butyl 2-((((9H-fluoren-9-yl)methoxy) carbonyl)amino)-3-(m-tolyl)propanoate C1=CC=CC=2C3=CC=CC=C3C(C12)COC(=O)NC(C(=O)OC(C)(C)C)CC=1C=C(C=CC1)C